NCC=1C=C(C=CC1)C=1C(=NC(=C(N1)C)SC1=C(C(=NC=C1)N1CCOCC1)Cl)CO (3-(3-(aminomethyl)phenyl)-6-((3-chloro-2-morpholinopyridin-4-yl)thio)-5-methylpyrazin-2-yl)methanol